((cis-2-((4-tert-Butyl (7-(dimethylphosphoryl)-1H-indol-3-yl)-5-(trifluoromethyl)pyrimidin-2-yl)amino)cyclopentyl)methyl)carbamate C(C)(C)(C)C1=NC(=NC(=C1C(F)(F)F)C1=CNC2=C(C=CC=C12)P(=O)(C)C)N[C@@H]1[C@@H](CCC1)CNC([O-])=O